ClC1=NC(=CC(=C1)C(C1=CC=C(C(=O)O)C=C1)(F)F)N1CCN(CC1)S(=O)(=O)C1=CC=C(C=C1)N1C(C[C@H](C1)NC(=O)OC(C)(C)C)=O 4-[[2-Chloro-6-[4-[4-[(4R)-4-(tert-butoxycarbonylamino)-2-oxo-pyrrolidin-1-yl]phenyl]sulfonylpiperazin-1-yl]-4-pyridyl]-difluoro-methyl]benzoic acid